(2-(3-(1-(azetidin-1-yl)ethyl)-5-methoxyphenylamino)-5-methylpyrimidin-4-ylamino)benzo[d]oxazol-2(3H)-one N1(CCC1)C(C)C=1C=C(C=C(C1)OC)NC1=NC=C(C(=N1)NN1C(OC2=C1C=CC=C2)=O)C